FC1=C(C(=CC=C1)F)[N+](=O)[O-] 1,3-difluoro-2-nitrobenzene